C(C1=CC=CC=C1)OC(=O)C=1N(C=CC1Br)S(=O)(=O)N=[N+]=[N-] ({2-[(benzyloxy)carbonyl]-3-bromo-1H-pyrrol-1-yl}sulfonyl) azide